3-(5-(3-fluoro-4-((3-hydroxy-3,8-diazabicyclo[3.2.1]octan-8-yl)methyl)pyridin-2-yl)-1-oxoisoindolin-2-yl)piperidine-2,6-dione FC=1C(=NC=CC1CN1C2CN(CC1CC2)O)C=2C=C1CN(C(C1=CC2)=O)C2C(NC(CC2)=O)=O